Benz-imidazol N1=CNC2=C1C=CC=C2